2-(5-Benzoyl-1H-benzimidazol-2-yl)-N-[4-[(E)-3-(4-hydroxy-3-methoxyphenyl)prop-2-enoyl]phenyl]benzamide C(C1=CC=CC=C1)(=O)C1=CC2=C(NC(=N2)C2=C(C(=O)NC3=CC=C(C=C3)C(\C=C\C3=CC(=C(C=C3)O)OC)=O)C=CC=C2)C=C1